FC1(CCN(CC1)C1=NC=CC=C1C1C=2N(C3=CC=CC=C3N1)C=CC2)F 4-(2-(4,4-Difluoropiperidin-1-yl)pyridin-3-yl)-4,5-dihydropyrrolo[1,2-a]quinoxaline